CC(C(=O)N1CC=2N=NC(=CC2CC1)OCC=1C(=NOC1C)C=1C=NC(=CC1)C)C 2-methyl-1-(3-{[5-methyl-3-(6-methylpyridin-3-yl)-1,2-oxazol-4-yl]methoxy}-5H,6H,7H,8H-pyrido[3,4-c]pyridazin-7-yl)propan-1-one